(R)-tert-butyl 3-((6-(7-methoxy-6-(2-oxopyrrolidin-1-yl)imidazo[1,2-b]pyridazin-3-yl)pyridin-2-yl)amino)piperidine-1-carboxylate COC1=CC=2N(N=C1N1C(CCC1)=O)C(=CN2)C2=CC=CC(=N2)N[C@H]2CN(CCC2)C(=O)OC(C)(C)C